(1s,4s)-4-((2-Chloro-5-((1-(2,2-difluoroethyl)-1H-pyrazol-4-yl)ethynyl)pyridin-4-yl)amino)-1-methyl-cyclohexan-1-ol methyl-4-[1-cyclopropyl-4-(trifluoromethyl)imidazol-2-yl]benzoate CC1=C(C(=O)OC2(CCC(CC2)NC2=CC(=NC=C2C#CC=2C=NN(C2)CC(F)F)Cl)C)C=CC(=C1)C=1N(C=C(N1)C(F)(F)F)C1CC1